C1(=CC=CC=C1)C1=C(N=CN1)C(=O)OCC Ethyl 5-phenyl-1H-imidazole-4-carboxylate